CC1=CC=CC(=N1)NC(=O)C=1C=2C[C@@H]3[C@H](C2N(N1)C1=C(C=C(C=C1)F)F)C3 (1aR,5aR)-2-(2,4-Difluoro-phenyl)-1a,2,5,5a-tetrahydro-1H-2,3-diaza-cyclopropa[a]pentalene-4-carboxylic acid (6-methyl-pyridin-2-yl)-amide